ClC=1C(=NC(=NC1)NC1CCOCC1)C1=CC=C2CN(C(C2=C1)=O)[C@@H](C(=O)N[C@H]([C@H](C)O)C1=CC(=CC=C1)C)C (2R)-2-(6-{5-chloro-2-[(oxacyclohex-4-yl)amino]pyrimidin-4-yl}-1-oxo-2,3-dihydro-1H-isoindol-2-yl)-N-[(1S,2S)-2-hydroxy-1-(3-methylphenyl)propyl]propionamide